2-(((2-(4-(2-hydroxyethyl)piperazin-1-yl)ethyl)amino)methylene)-5-(thieno[2,3-d]pyrimidin-4-yl)cyclohexane-1,3-dione OCCN1CCN(CC1)CCNC=C1C(CC(CC1=O)C=1C2=C(N=CN1)SC=C2)=O